C1CC12CCN(CC2)C=2OC1=C(C=C(C=C1C(C2)=O)F)[C@@H](C)NC2=C(C(=O)O)C=CC=C2 2-[[(1R)-1-[2-(6-azaspiro[2.5]octan-6-yl)-6-fluoro-4-oxo-chromen-8-yl]ethyl]amino]benzoic acid